CC(C)OC1=C(C(=CC=C1)OC(C)C)C2=CC=CC=C2P(C3CCCCC3)C4CCCCC4 2-dicyclohexylphosphino-2,6-di-i-propoxy-1,1-biphenyl